C1(CCCCC1)C[C@@H](C(=O)NC(CC1C(NC2(C1)CCOCC2)=O)C(C(=O)NC2CC2)=O)NC(OCC2=CC(=CC=C2)Cl)=O 3-Chlorobenzyl ((2S)-3-cyclohexyl-1-((4-(cyclopropylamino)-3,4-dioxo-1-(2-oxo-8-oxa-1-azaspiro[4.5]decan-3-yl)butan-2-yl)amino)-1-oxopropan-2-yl)carbamate